[U].[As] Arsenic-uranium